β-allylaminopropyltriethoxysilane C(C)(=C)NCCC[Si](OCC)(OCC)OCC